(6-((5-bromo-2-chloropyrimidin-4-yl)amino)quinoxalin-5-yl)dimethylphosphine BrC=1C(=NC(=NC1)Cl)NC=1C(=C2N=CC=NC2=CC1)P(C)C